5-(3,4-dichlorophenyl)-2-(2,4-difluorophenoxy)-6H-pyrimido[1,6-b]pyridazin-6-one ClC=1C=C(C=CC1Cl)C=1C(N=CN2N=C(C=CC21)OC2=C(C=C(C=C2)F)F)=O